COC.[Cu] copper (methyl) oxide